C(#N)[C@H]1N(CC(C1)(F)F)C(CNC(=O)C1=CC=NC2=CC=C(C=C12)C1=CC=C(OCCOCCOCCNC(OC(C)(C)C)=O)C=C1)=O (S)-tert-butyl (2-(2-(2-(4-(4-((2-(2-cyano-4,4-difluoropyrrolidin-1-yl)-2-oxoethyl)carbamoyl)quinolin-6-yl)phenoxy)ethoxy)ethoxy)ethyl)carbamate